ClC1=CC=C(COO)C=C1 p-chlorobenzyl hydrogen peroxide